2,3-dimethyl-2H-benzo[g]indazole-4,5-dione CN1N=C2C3=C(C(C(C2=C1C)=O)=O)C=CC=C3